C(#C)C1=CC=C(C(=O)NC2=CC=C(C=C2)CC[C@@H]2NCCCC2)C=C1 |r| (RS)-4-Ethynyl-N-(4-(2-(piperidin-2-yl)ethyl)phenyl)benzamide